zinc-copper zirconium phosphate P(=O)([O-])([O-])[O-].[Zr+4].[Cu+2].[Zn+2]